C(C1=CC=CC=C1)NC(CN)C N2-Benzyl-1,2-propandiamin